(E)-2,2'-(((2-(4-(3,5-dimethoxystyryl)phenoxy)propane-1,3-diyl)bis(oxy))bis(methylene))bis(2-(hydroxymethyl)propane-1,3-diol) COC=1C=C(/C=C/C2=CC=C(OC(COCC(CO)(CO)CO)COCC(CO)(CO)CO)C=C2)C=C(C1)OC